(R)-3-(3-chloro-4-fluorophenyl)-1-((1-(methylsulfonyl)piperidin-4-yl)methyl)-1-(1-(1-oxo-1,2-dihydroisoquinolin-4-yl)ethyl)urea ClC=1C=C(C=CC1F)NC(N([C@H](C)C1=CNC(C2=CC=CC=C12)=O)CC1CCN(CC1)S(=O)(=O)C)=O